C(C1=CC=CC=C1)NC1=NC(N(C2=CC(=CC=C12)Cl)C1=CC=CC=C1)=O 4-(Benzylamino)-7-chloro-1-phenylquinazolin-2(1H)-one